P(O)(O)O.C(CCCCCCCC)C1=C(C=CC=C1)O.C(CCCCCCCC)C1=C(C=CC=C1)O.C(CCCCCCCC)C1=C(C=CC=C1)O tris-(nonylphenol) phosphite